FC(C1=C(C=C(C(=C1)N)C(F)(F)F)N)(F)F 2,5-bis(trifluoromethyl)p-phenylenediamine